N1(CCC1)C(CC=1C=C2CCC(NC2=CC1)C1=CC=CC=C1)=O 1-(azetidin-1-yl)-2-(2-phenyl-1,2,3,4-tetrahydroquinolin-6-yl)ethan-1-one